N-(4-(4-(2,6-diazaspiro[3.3]heptane-2-carbonyl)piperidine-1-carbonyl)-3-chlorophenyl)-5-(4-(cyanomethoxy)-2,3-difluorophenyl)-1-methyl-1H-imidazole-2-carboxamide 2,2,2-trifluoroacetate FC(C(=O)O)(F)F.C1N(CC12CNC2)C(=O)C2CCN(CC2)C(=O)C2=C(C=C(C=C2)NC(=O)C=2N(C(=CN2)C2=C(C(=C(C=C2)OCC#N)F)F)C)Cl